ClC=1C=C(C=NC1)N(C(CCN1CCOCC1)=O)CC=1SC(=CN1)C=1OC(=NN1)C(F)F N-(5-chloropyridin-3-yl)-N-({5-[5-(difluoromethyl)-1,3,4-oxadiazol-2-yl]-1,3-thiazol-2-yl}methyl)-3-(morpholin-4-yl)propanamide